N1(CCOCC1)CCCNC(=O)C1=CC2=C(N(C(=N2)NC=2SC3=C(N2)C=CC(=C3)OC(F)(F)F)C)C=C1 1-Methyl-2-(6-trifluoromethoxy-benzothiazol-2-ylamino)-1H-benzoimidazole-5-carboxylic acid (3-morpholin-4-yl-propyl)-amide